C(C)C1=C(C=NC=C1)C=1C=C2C=C(N=NC2=C(C1)NC(OC(C)(C)C)=O)NC(NC1COCC1)=O tert-Butyl N-[6-(4-ethyl-3-pyridyl)-3-(tetrahydrofuran-3-ylcarbamoylamino)cinnolin-8-yl]carbamate